NC([C@@](CCCC(CS(=O)(=O)CCO[Si](C1=CC=CC=C1)(C1=CC=CC=C1)C(C)(C)C)(C)C)(C)C=1C=C(C=CC1)C[C@@H](C(=O)OC)C)=S methyl (S)-3-(3-((R)-1-amino-7-((2-((tert-butyldiphenylsilyl)oxy)ethyl)sulfonyl)-2,6,6-trimethyl-1-thioxoheptan-2-yl)phenyl)-2-methylpropanoate